CC1=C(C(=C2C(=C(NC2=C1)C(=O)C1CC1)C)C)C tetramethylcyclopropanoylindole